hexahydro-5-oxocyclopenta[c]pyrrole O=C1CC2C(CNC2)C1